FC1=C(C(=CC(=C1)OC(C)C)F)C1=NC(=NO1)N1CCC2=CC(=CC=C12)C=O 1-(5-(2,6-difluoro-4-isopropoxyphenyl)-1,2,4-oxadiazol-3-yl)-2,3-dihydroindole-5-carbaldehyde